ClC1=C(C(=O)NC(C)C)C=CC(=C1F)F 2-chloro-3,4-difluoro-N-isopropylbenzamide